2,3,6,7-tetraaminomethyl-1,4,5,8-tetramethylnaphthalene NCC1=C(C2=C(C(=C(C(=C2C(=C1CN)C)C)CN)CN)C)C